CN1C2=C(SCC1=O)C=CC(=C2)C(=O)NC2=CC=C(C=C2)S(=O)(=O)N2CCCCC2 4-methyl-3-oxo-N-(4-(piperidin-1-ylsulfonyl)phenyl)-3,4-dihydro-2H-benzo[b][1,4]thiazine-6-carboxamide